[Cl-].[Cl-].C[SiH](C)[Ti+2](C1=C(C=CC=2C3=CC=C(C=C3CC12)C(C)(C)C)C(C)(C)C)NC(C)(C)C Dimethylsilyl-(N-t-butylamino)(2,7-di-t-butylfluorenyl)titanium dichloride